NC1=NC(=C2N=CN(C2=N1)CCOCP(OCC=1OC(OC1C)=O)(O)=O)OC (5-methyl-2-oxo-1,3-dioxol-4-yl)methyl Hydrogen ((2-(2-amino-6-methoxy-9H-purin-9-yl)ethoxy)methyl)phosphonate